N1C=C(C2=CC=CC=C12)C1(C(NC2=CC=CC=C12)=O)O 3-(3-indolyl)-3-hydroxy-indol-2-one